C[C@@H]1N(CCNC1)C1=NN(C=C1)C (2S)-2-methyl-1-(1-methylpyrazol-3-yl)piperazine